C(#N)C=1C=NC(=NC1)NC1CCC2(CCNCC2)CC1 9-((5-cyanopyrimidin-2-yl)amino)-3-azaspiro[5.5]undecane